CC1C(C(CCC1)C)=O 2,6-Dimethylcyclohexan-1-one